FC(C=1C(=C(C=CC1)[C@@H](C)NC=1C=2C(N=C(N1)C)=C(C(N(C2)C2(CC2)CF)=O)N2CC(N(CC2)C)C(F)(F)F)F)F 4-(((R)-1-(3-(difluoromethyl)-2-fluorophenyl)ethyl)amino)-6-(1-(fluoromethyl)cyclopropyl)-2-Methyl-8-(4-methyl-3-(trifluoromethyl)piperazin-1-yl)pyrido[4,3-d]pyrimidin-7(6H)-one